2-((R)-4-(3-amino-6-chloropyridazin-4-yl)-2-methylpiperazin-1-yl)-N-methylpropanamide NC=1N=NC(=CC1N1C[C@H](N(CC1)C(C(=O)NC)C)C)Cl